3-bromo-2-ethyl-10-((2-(trimethylsilyl)ethoxy)methyl)benzo[4,5]imidazo[1,2-a]pyrimidin-4(10H)-one BrC1=C(N=C2N(C1=O)C1=C(N2COCC[Si](C)(C)C)C=CC=C1)CC